OCC1(CC=C2C(N=CN2)=C1)CO 6,6-dihydroxymethyl-5,6-dihydrobenzo[4,5]imidazole